N[C@H](C(=O)[O-])CC=C (S)-(-)-2-amino-4-penteneAt